BrC1=C(OC=2C1=NC(=CC2NCC=2SC=CC2)Cl)CC(C2COCC2)NC(OC(C)(C)C)=O Tert-butyl N-(2-{3-bromo-5-chloro-7-[(thiophen-2-ylmethyl)amino]furo[3,2-b]pyridin-2-yl}-1-(oxolan-3-yl)ethyl)carbamate